tert-butoxycarbonyl-4-oxo-3-pyrrolidone ethyl-formate C(C)OC=O.C(C)(C)(C)OC(=O)N1CC(C(C1)=O)=O